1-(4-(6-(1-acryloylpyrrolidin-3-yl)-4-amino-7-methyl-7H-pyrrolo[2,3-d]pyrimidin-5-yl)phenyl)-3-methylimidazolidin-2-one C(C=C)(=O)N1CC(CC1)C1=C(C2=C(N=CN=C2N)N1C)C1=CC=C(C=C1)N1C(N(CC1)C)=O